N-[4-(5-tert-butyl-1H-pyrazol-3-yl)-3-sulfamoylphenyl]-2-(2-chlorophenyl)acetamide C(C)(C)(C)C1=CC(=NN1)C1=C(C=C(C=C1)NC(CC1=C(C=CC=C1)Cl)=O)S(N)(=O)=O